4,4-Difluoro-2-(4-fluorophenyl)-N-{4-[3'-(2-methylanilino)-4'-oxo-1',4',5',7'-tetrahydrospiro[cyclobutan-1,6'-pyrrolo[3,2-c]pyridin]-2'-yl]pyridin-2-yl}butanamid FC(CC(C(=O)NC1=NC=CC(=C1)C1=C(C=2C(NC3(CC2N1)CCC3)=O)NC3=C(C=CC=C3)C)C3=CC=C(C=C3)F)F